C(C(=C)C)(=O)OCCN1C2(C(C3=CC(=CC=C13)S(=O)(=O)[O-])C)OC1=CC=CC=C1C=C2C 1'-(2-(methacryloyloxy) ethyl)-3,3'-dimethylspiro[chromene-2,2'-indoline]-5'-sulfonate